3-(5-(((S)-1-benzylpyrrolidin-2-yl)methoxy)-1-oxoisoindolin-2-yl)piperidine-2,6-dione C(C1=CC=CC=C1)N1[C@@H](CCC1)COC=1C=C2CN(C(C2=CC1)=O)C1C(NC(CC1)=O)=O